BUTYLBUTYRYLLACTAT C(CCC)CC(C(=O)[O-])(O)C(CCC)=O